C(#N)C1=CN=C(S1)N1N=C(N=C1C(C)NC(C1=C(C=CC=C1)C(=O)NN)=O)SC N-{1-[1-(5-cyano-1,3-thiazol-2-yl)-3-(methylsulfanyl)-1H-1,2,4-triazol-5-yl]ethyl}-2-(hydrazinocarbonyl)benzamide